C(C)OC1=NC=CC(=C1)C1=CC=C(C=C1)[C@@H](C)N1C=CC2=C(C=CC(=C12)C(=O)NC1CC2(CCC2)C1)F (Sa)-6-(1-((R)-1-(4-(2-Ethoxypyridin-4-yl)phenyl)ethyl)-4-fluoro-1H-indol-7-carboxamido)spiro[3.3]heptan